1-[4-[4-(3,4-dichloro-2-fluoro-anilino)quinazolin-6-yl]piperazin-1-yl]prop-2-en-1-one ClC=1C(=C(NC2=NC=NC3=CC=C(C=C23)N2CCN(CC2)C(C=C)=O)C=CC1Cl)F